4,4,5,5-tetramethyl-1,3,2-dioxaborolan-2-ylisoindolin-1-one CC1(OB(OC1(C)C)N1C(C2=CC=CC=C2C1)=O)C